BrC1=CC2=C(CN(C=N2)NC2=CC=NC=C2)N2C1=NCC2 6-bromo-N-(pyridin-4-yl)-8,9-dihydroimidazo[1',2':1,6]pyrido[2,3]pyrimidin-2-amine